NC(CCNNC(=O)[C@H](CC(C)C)NC(OC(C)(C)C)=O)=O tert-butyl N-[(1S)-1-[[(3-amino-3-oxo-propyl)amino]carbamoyl]-3-methyl-butyl]carbamate